3-(4-chloro-2,6-dimethylphenyl)-8-methoxy-1-methyl-1,8-diazaspiro[4.5]decane-2,4-dion ClC1=CC(=C(C(=C1)C)C1C(N(C2(C1=O)CCN(CC2)OC)C)=O)C